C(C(=C)C)(=O)OCC=C[Si](OC)(OC)OC 3-(methacryloyloxy)propenyltrimethoxysilane